(S)-3-(1-(3-((6-(1,4-dimethyl-1H-pyrazol-5-yl)-3-fluoropyridin-2-yl)oxy)azetidine-1-carbonyl)-4,5-dihydro-1H-pyrazol-5-yl)-5-fluorobenzonitrile CN1N=CC(=C1C1=CC=C(C(=N1)OC1CN(C1)C(=O)N1N=CC[C@H]1C=1C=C(C#N)C=C(C1)F)F)C